α-heptylundecanoic acid C(CCCCCC)C(C(=O)O)CCCCCCCCC